COC1=C2C(=NC=C1)C1(CCOCC1)OC2 4-Methoxy-2',3',5',6'-tetrahydro-5H-spiro[furo[3,4-b]pyridine-7,4'-pyran]